tert-butyl (1-((3-(4-formylpiperidin-1-yl)phenyl)sulfonyl)piperidin-4-yl)carbamate C(=O)C1CCN(CC1)C=1C=C(C=CC1)S(=O)(=O)N1CCC(CC1)NC(OC(C)(C)C)=O